C(CC#N)(C#N)C#N ethane-1,1,2-tricarbonitrile